ClC=1C=CC(=C(COC2=CC=CC(=N2)C2CCN(CC2)[C@@H](C)C2=NC=3C(=NC(=CC3)C(=O)O)N2C[C@H]2OCC2)C1)F 2-((S)-1-(4-(6-((5-chloro-2-fluorobenzyl)oxy)pyridin-2-yl)Piperidin-1-yl)ethyl)-3-(((S)-oxetan-2-yl)methyl)-3H-imidazo[4,5-b]pyridine-5-carboxylic acid